CS(=O)(=O)CCC(=O)Cl 3-(methylsulfonyl)propionyl chloride